1-(4,4,5,5-tetramethyl-1,3,2-dioxaborolan-2-yl)-4-chloronaphthalene CC1(OB(OC1(C)C)C1=CC=C(C2=CC=CC=C12)Cl)C